5'-methoxy-6-methyl-2'-(trifluoromethyl)-[4,4'-bipyridine]-3-carboxylic acid methyl ester COC(=O)C=1C=NC(=CC1C1=CC(=NC=C1OC)C(F)(F)F)C